C(C1=CC=CC=C1)(C1=CC=CC=C1)C1=C(C(=O)[O-])C(=CC(=C1)C)C(C1=CC=CC=C1)C1=CC=CC=C1 2,6-Bis(benzhydryl)-4-methyl-benzoate